CN1CC2CCC(C1)N2C(=O)OCCCC butyl 3-methyl-3,8-diazabicyclo[3.2.1]octane-8-carboxylate